5-fluoro-N-(quinolin-8-yl)pyridine-2-sulfonamide FC=1C=CC(=NC1)S(=O)(=O)NC=1C=CC=C2C=CC=NC12